8-chloro-4,6-dimethylnonyl benzyloxymethyl ether C(C1=CC=CC=C1)OCOCCCC(CC(CC(C)Cl)C)C